4-((5-(3-(((S)-1-(1H-tetrazol-1-yl)propan-2-yl)oxy)-4-chlorophenyl)pyrimidin-2-yl)amino)-1-((1r,4r)-4-morpholinocyclohexyl)-1H-pyrazol-3-ol N1(N=NN=C1)C[C@H](C)OC=1C=C(C=CC1Cl)C=1C=NC(=NC1)NC=1C(=NN(C1)C1CCC(CC1)N1CCOCC1)O